(R)-2-methyl-N-[(1R)-1-[2-methyl-5-nitro-3-(trifluoromethyl)phenyl]ethyl]propane-2-sulfinamide CC(C)(C)[S@@](=O)N[C@H](C)C1=C(C(=CC(=C1)[N+](=O)[O-])C(F)(F)F)C